4,6-dichloro-N-ethylpyridine-3-carboxamide ClC1=C(C=NC(=C1)Cl)C(=O)NCC